ClC1=CC=C(C=C1)C=1C=2C(=C(SC2N2C(=NN=C2C(N1)CC(=O)OC(C)(C)C)C)C)C tert-butyl 2-[7-(4-chlorophenyl)-4,5,13-trimethyl-3-thia-1,8,11,12-tetrazatricyclo[8.3.0.02,6]trideca-2(6),4,7,10,12-pentaen-9-yl]acetate